Heptadecan-9-yl 8-((2-hydroxyethyl)amino)octanoate OCCNCCCCCCCC(=O)OC(CCCCCCCC)CCCCCCCC